1-((1-(2-(2,6-dioxopiperidin-3-yl)-1,3-dioxoisoindolin-4-yl)piperidin-4-yl)methyl)pyrrolidine-3-carboxylic acid O=C1NC(CCC1N1C(C2=CC=CC(=C2C1=O)N1CCC(CC1)CN1CC(CC1)C(=O)O)=O)=O